4,5α-epoxy-17-methyl-7-morphinene-3,6a-diol CN1[C@H]2[C@@H]3C=C[C@@H]([C@H]4[C@@]3(C=3C(=C(C=CC3C2)O)O4)CC1)O